4-(8-hydroxy-5-quinolylazo)phenanthroline besylate S(=O)(=O)(O)C1=CC=CC=C1.OC=1C=CC(=C2C=CC=NC12)N=NC1=CC=NC2=C3N=CC=CC3=CC=C12